C(C)(C)(C)C=1C(=NC(=CC1C1(CCC1)CC1=NN=CN1C)Cl)CC1=CC=CC=C1 tert-butyl-2-benzyl-6-chloro-4-(1-((4-methyl-4H-1,2,4-triazol-3-yl)methyl)cyclobutyl)pyridine